ClC1=NC2=CC=C(C=C2C=N1)C=1C=NN(C1)C1OCCCC1 2-chloro-6-(1-(tetrahydro-2H-pyran-2-yl)-1H-pyrazol-4-yl)quinazoline